BrC=1C(=C(C#N)C(=CC1C)F)OC 3-bromo-6-fluoro-2-methoxy-4-methylbenzonitrile